C(=CC1=CC=CC=C1)S(=O)(=O)[O-].C(CCC)[N+](CCCC)(CCCC)CCCC Tetrabutylammonium styrenesulfonate